selenazepine C1=CC=N[Se]C=C1